CC1=CC(=NC2=CC(=CN=C12)C=1N=NC=CC1)N 4-methyl-7-(pyridazin-3-yl)-1,5-naphthyridin-2-amine